triazolinethione CN1C(=NNC1=S)C2=CC=CC=C2O